NC=1C2=C(N=CN1)N(C=C2I)[C@@H]2CC[C@H](CC2)N2CC1(CCN(C1)C(=O)OC(C)(C)C)CC2 tert-butyl 7-((trans)-4-(4-amino-5-iodo-7H-pyrrolo[2,3-d]pyrimidin-7-yl)cyclohexyl)-2,7-diazaspiro[4.4]nonane-2-carboxylate